[Zn].[Pt].[Au].[Cu].[Ag].[Pd] palladium-silver-copper-gold-platinum-zinc